CC1(CC(C2=C(C=CC=C12)C1=C(C(=O)N)C=CC=C1)C)C (1,1,3-trimethyl-2,3-dihydro-1H-inden-4-yl)benzamide